[Ga].[Al].F[C@@H]1N2C(N([C@H](CC1)C2)OS(=O)(=O)[O-])=O.C(CCC)[N+](CCCC)(CCCC)CCCC tetrabutylammonium (2S,5R)-2-fluoro-7-oxo-1,6-diazabicyclo[3.2.1]octan-6-yl-sulfate aluminum gallium